2,4-Di-chloro-3-aminophenol ClC1=C(C=CC(=C1N)Cl)O